Bis-(isocyanatomethyl)-norbornan N(=C=O)CC1C2(CCC(C1)C2)CN=C=O